N-hexadecyl-3-benzyloxypyridine-4-one C(CCCCCCCCCCCCCCC)N1C=C(C(C=C1)=O)OCC1=CC=CC=C1